6-chloro-N-(1-methyl-5-(trifluoromethyl)-1H-pyrazol-4-yl)-1H-indole-3-sulfonamide ClC1=CC=C2C(=CNC2=C1)S(=O)(=O)NC=1C=NN(C1C(F)(F)F)C